N-(4-(1-((N,N-DIMETHYLSULFAMOYL)CARBAMOYL)-1,2,3,6-TETRAHYDROPYRIDIN-4-YL)PHENYL)-5-FLUORO-ISOINDOLINE-2-CARBOXAMIDE CN(S(=O)(=O)NC(=O)N1CCC(=CC1)C1=CC=C(C=C1)NC(=O)N1CC2=CC=C(C=C2C1)F)C